N-((6-(4-fluorophenyl)-2-(oxazol-2-yl)pyridin-3-yl)methyl)acrylamide FC1=CC=C(C=C1)C1=CC=C(C(=N1)C=1OC=CN1)CNC(C=C)=O